ClC1=CC=C(C[C@H]2CO[C@H](CN2C2CCC(CC2)C2=NN(C(=C2)C)C)CNS(=O)(=O)C)C=C1 N-(((2R,5S)-5-(4-Chlorobenzyl)-4-(4-(1,5-dimethyl-1H-pyrazol-3-yl)cyclohexyl)morpholin-2-yl)methyl)methanesulfonamid